NC1=CC(=C2C(N(CCCCC[C@@](C3=NN=C(C1=N2)O3)(C(F)(F)F)O)C32CCC(CC3)CC2)=O)C(F)(F)F (6R)-17-amino-12-(1-bicyclo[2.2.2]octanyl)-6-hydroxy-6,15-bis(trifluoromethyl)-19-oxa-3,4,12,18-tetrazatricyclo[12.3.1.12,5]nonadeca-1(18),2,4,14,16-pentaen-13-one